ClC1=C(C(=CC=C1)C1=NC2=C(N1)C=C(C(=C2)OC)F)C=2C(=CC(=CC2)C(N[C@@H](CCC)C2CCCCC2)=O)C(=O)O (S)-2'-chloro-4-[(1-cyclohexylbutyl)carbamoyl]-6'-(6-fluoro-5-methoxy-1H-1,3-benzodiazol-2-yl)-[1,1'-biphenyl]-2-carboxylic acid